[Cl-].[N+](=O)([O-])C1=C(C=CC(=C1)[N+](=O)[O-])N1CC=C(C=C1)C1=CC=NC=C1 1-(2,4-dinitrophenyl)-4,4'-bipyridine chloride salt